N-(5-(1,5-naphthyridin-4-yl)-1H-pyrazol-3-yl)-7-fluoro-5-((1-methylazetidin-3-yl)methyl)-5H-pyrrolo[2,3-b]pyrazin-3-amine N1=CC=C(C2=NC=CC=C12)C1=CC(=NN1)NC1=CN=C2C(=N1)N(C=C2F)CC2CN(C2)C